C1(=CC=CC=C1)[C@@H]([C@@H]1CNC2=C(N1)N=CC=C2)NC[C@@H](C)C2=CC=C(C#N)C=C2 |o1:19| 4-((S or R)-1-(((S)-phenyl((S)-1,2,3,4-tetrahydropyrido[2,3-b]pyrazin-3-yl)methyl)amino)propan-2-yl)benzonitrile